2-((R)-3-(4-(5,6,7,8-tetrahydro-1,8-naphthyridin-2-yl)butoxy)pyrrolidin-1-yl)-2-(2-(tetrahydro-2H-pyran-2-yl)pyridin-3-yl)acetic acid methyl ester COC(C(C=1C(=NC=CC1)C1OCCCC1)N1C[C@@H](CC1)OCCCCC1=NC=2NCCCC2C=C1)=O